t-Butyl-2-[(2-butyl-4-hydrazino-1H-imidazo[4,5-c]quinolin-1-yl)methyl]piperidine-1-carboxylate C(C)(C)(C)OC(=O)N1C(CCCC1)CN1C(=NC=2C(=NC=3C=CC=CC3C21)NN)CCCC